ethyl 2-(8-bromo-7-methoxy-1-oxo-1,2,3,4-tetrahydronaphthalen-2-yl)-2-oxoacetate BrC=1C(=CC=C2CCC(C(C12)=O)C(C(=O)OCC)=O)OC